C1=C(C=CC2=CC=CC=C12)C(CS(=O)(=O)Cl)Cl trans-β-naphthylethylenesulfonyl chloride